tert-butyl 4-(6-(6-ethoxy-2-methyl-2H-pyrazolo[3,4-b]pyridine-5-carboxamido)pyridin-3-yl)piperazine-1-carboxylate C(C)OC=1C(=CC=2C(N1)=NN(C2)C)C(=O)NC2=CC=C(C=N2)N2CCN(CC2)C(=O)OC(C)(C)C